FC=1C(=C(C=CC1)B(O)O)OC(C)C 3-fluoro-2-isopropoxyphenyl-boronic acid